ClC=1C(=NN(C1NC(=O)N[C@@H]1CN(C[C@H]1C1=CC(=C(C=C1)F)F)CCOC)C1=CC=CC=C1)C1CC(C1)O 1-(4-chloro-3-((1r,3S)-3-hydroxycyclobutyl)-1-phenyl-1H-pyrazol-5-yl)-3-(trans-4-(3,4-difluorophenyl)-1-(2-methoxyethyl)pyrrolidin-3-yl)urea